ClC1=CC(=NC=C1OC1=CC=CC=C1)N 4-chloro-5-phenoxy-pyridin-2-amine